3-(4-methoxyphenyl)-6-(6-methylpyridin-3-yl)-1,4-dihydrothieno[2',3':4,5]cyclopenta[1,2-c]pyrazole COC1=CC=C(C=C1)C=1C2=C(NN1)C1=C(C2)SC(=C1)C=1C=NC(=CC1)C